1-(3-hydroxypropyl)-1H-indole-2-carboxylic acid methyl ester COC(=O)C=1N(C2=CC=CC=C2C1)CCCO